(((3-amino-4-methoxy-5-(1-methyl-1H-1,2,4-triazol-3-yl)benzyl)(methyl)amino)methyl)pyridin-2-amine NC=1C=C(CN(C)CC=2C(=NC=CC2)N)C=C(C1OC)C1=NN(C=N1)C